The molecule is a hydroxyeicosadienoic acid that consists of 11Z,13E-eicosatrienoic acid bearing a 15-hydroxy substituent. It is produced by non-enzymatic oxidation of 11,14-eicosadienoic acid. There are no reports in the literature of biological activity associated with 15-HEDE. It has a role as a metabolite. CCCCCC(/C=C/C=C\\CCCCCCCCCC(=O)O)O